FC1=C(OC=2C=NC=C(C2C)B2OC(C(O2)(C)C)(C)C)C=CC(=C1)C 3-(2-fluoro-4-methyl-phenoxy)-4-methyl-5-(4,4,5,5-tetramethyl-1,3,2-dioxaborolan-2-yl)pyridine